Tetraethyl-orthosilicat C(C)O[Si](OCC)(OCC)OCC